C12C=CC(CC1)CC2 bicyclo[2.2.2]-2-octene